Propyl 4-(1-hexyl-4-hydroxy-2-oxo-1,2-dihydroquinoline-3-carboxamido)benzoate C(CCCCC)N1C(C(=C(C2=CC=CC=C12)O)C(=O)NC1=CC=C(C(=O)OCCC)C=C1)=O